ClC=1C=C(OC=2SC(=CN2)C=O)C=CC1Cl 2-(3,4-Dichlorophenoxy)-1,3-thiazol-5-carbaldehyde